ClC1=NC=C(C(=C1)NC[C@@H]1C[C@@H](CC1)O)I (1r,3s)-3-(((2-chloro-5-iodopyridin-4-yl)amino)methyl)cyclopentan-1-ol